C1(CCCC1)NC(=O)C1CCN(CC1)C1=NC2=C(N1C(C)C)C=C(C(=C2)C)C N-cyclopentyl-1-(1-isopropyl-5,6-dimethyl-1H-benzo[d]imidazol-2-yl)piperidine-4-carboxamide